4-(1H-benzo[d]imidazol-2-yl)-N-(piperidin-4-yl)benzenesulfonamide N1C(=NC2=C1C=CC=C2)C2=CC=C(C=C2)S(=O)(=O)NC2CCNCC2